COC1=NC(=NC(=C1CCOC)OC)N 4,6-dimethoxy-5-(2-methoxyethyl)pyrimidin-2-amine